[N+](=O)([O-])C=1C=CC=2N(C1)C=NN2 6-nitro-[1,2,4]triazolo[4,3-a]pyridine